N1=CC=NC2=CC(=CC=C12)C1=CNC=2N=C(N=CC21)NC2CCC1(CCO1)CC2 5-(quinoxalin-6-yl)-N-((4s,7s)-1-oxaspiro[3.5]nonan-7-yl)-7H-pyrrolo[2,3-d]pyrimidin-2-amine